Dodecaethylene Glycol C(COCCOCCOCCOCCOCCOCCOCCOCCOCCOCCOCCO)O